Cl.FC1=C(C=CC=C1OC(F)(F)F)[C@]1(C([C@@](CCC1)(C)O)=O)NC (2R,6S)-2-(2-fluoro-3-(trifluoromethoxy)phenyl)-6-hydroxy-6-methyl-2-(methylamino)cyclohexane-1-one hydrochloride